5-benzyl-3-((6-methoxypicolinamidomethyl)-4,5-dihydroisoxazol-5-carboxamido)-3-methylbutylboronic acid C(C1=CC=CC=C1)C1(CC(=NO1)CNC(C1=NC(=CC=C1)OC)=O)C(=O)NC(CCB(O)O)(C)C